(2S,6R)-4-(3-bromoimidazo[1,2-b]pyridazin-6-yl)-2,6-dimethyl-morpholine BrC1=CN=C2N1N=C(C=C2)N2C[C@@H](O[C@@H](C2)C)C